Methyl (2E)-2-methoxyimino-2-[3-methyl-2-[[(E)-1-[3-(trifluoromethyl)-2-pyridyl]ethylideneamino]oxymethyl]phenyl]acetate CO\N=C(\C(=O)OC)/C1=C(C(=CC=C1)C)CO/N=C(\C)/C1=NC=CC=C1C(F)(F)F